C12N(CC(NC1)C2)C=2C(=C1CN(CC1=CC2)C2C(NC(CC2)=O)=O)F 5-(2,5-diazabicyclo[2.2.1]heptane-2-yl)-2-(2,6-dioxopiperidin-3-yl)-4-fluoroisoindoline